Cl.N[C@H]1COC2=C(N(C1=O)C)C=CC=C2 (3S)-3-amino-5-methyl-2,3,4,5-tetrahydro-1,5-benzoxazepin-4-one hydrochloride